C(CCCCCCCCCCCCCCCCC)(=O)N(CCS(=O)(=O)O)C.NC=1C2=C(N=CN1)N(C(=C2C2=CC(=C(C=C2)N=S2(CCCCC2)=O)C)C2=CC=C(C=C2)C=C(C(=O)N)C)C (4-(4-amino-7-methyl-5-(3-methyl-4-((1-oxotetrahydro-2H-1λ6-thiopyran-1-ylidene)amino)phenyl)-7H-pyrrolo[2,3-d]pyrimidin-6-yl)phenyl)methacrylamide stearoylmethyl-taurate